[N+](=O)([O-])OCCCCCC(=O)O 6-(nitrooxy)-hexanoic acid